C1CCC2=C(C=3CCCC3C=C12)NC(=O)NC(C(=O)OCC)CC1=NC=CC=N1 ethyl 2-{[(1,2,3,5,6,7-hexahydro-s-indacen-4-yl)carbamoyl]amino}-3-(pyrimidin-2-yl)propanoate